2-(18-(tert-butoxy)-18-oxooctadecanoylamino)propionic acid C(C)(C)(C)OC(CCCCCCCCCCCCCCCCC(=O)NC(C(=O)O)C)=O